methyl (S,E)-(7-amino-1-((1-((4-(cyclopropylmethyl)-1H-benzo[d]imidazol-2-yl)methyl)-2-oxo-1,2-dihydropyridin-3-yl)amino)-1,7-dioxohept-5-en-2-yl)carbamate NC(/C=C/CC[C@@H](C(=O)NC=1C(N(C=CC1)CC1=NC2=C(N1)C=CC=C2CC2CC2)=O)NC(OC)=O)=O